1-[bis(4-methoxybenzyl)aminocarbonyloxyethoxy]-5-[bis(4-methoxybenzyl)aminocarbonyloxyethoxy]-3-(dimethylamino)pentane COC1=CC=C(CN(C(=O)OCCOCCC(CCOCCOC(=O)N(CC2=CC=C(C=C2)OC)CC2=CC=C(C=C2)OC)N(C)C)CC2=CC=C(C=C2)OC)C=C1